C(CCCCCC=C)[Si](Cl)(CC=C)CC=C 7-octenylbis(allyl)chlorosilane